2-(2-ETHOXY-4-PROPYLSULFANYL-5-METHOXYPHENYL)ETHANAMINIUM CHLORIDE [Cl-].C(C)OC1=C(C=C(C(=C1)SCCC)OC)CC[NH3+]